Tert-butyl (tert-butoxycarbonyl)(3-fluoro-4-methoxypyrazolo[1,5-a]pyridin-5-yl)carbamate C(C)(C)(C)OC(=O)N(C(OC(C)(C)C)=O)C1=C(C=2N(C=C1)N=CC2F)OC